F[B-](F)(F)F.CC1=C(C=C(C=C1C(F)(F)F)[N+]#N)[C@@H](C)NC1=NN=C(C2=CC=C(C=C12)N1CCOCC1)C (R)-4-methyl-3-(1-((4-methyl-7-morpholinophthalazin-1-yl)amino)ethyl)-5-(trifluoromethyl)benzenediazonium tetrafluoroborate